1-[4-(8-[(6-fluoro-5-methyl-1H-indazol-4-yl)oxy]-2-{[(2S)-1-methylpyrrolidin-2-yl]methoxy}pyrido[3,4-d]pyrimidin-4-yl)piperazin-1-yl]prop-2-en-1-one FC1=C(C(=C2C=NNC2=C1)OC1=NC=CC2=C1N=C(N=C2N2CCN(CC2)C(C=C)=O)OC[C@H]2N(CCC2)C)C